C1(=CC=CC=C1)N1N=CC=C1C(F)(F)F 1-phenyl-5-(trifluoromethyl)-1H-pyrazol